Cl.N[C@H](C(=O)OCC1=CC(=NC(=C1)Cl)Cl)CC=1N(C(C=CC1)=O)C (2,6-Dichloropyridin-4-yl)methyl (S)-2-amino-3-(1-methyl-6-oxo-1,6-dihydropyridin-2-yl)propanoate hydrochloride